C(=O)(OC(C)(C)C)N1[C@@H](CCCC1)CN (S)-1-Boc-2-aminomethylpiperidine